C1(=CC=C(C=C1)C=1C=C2C(=NC1)OC(=N2)C(=O)O)C2=CC=CC=C2 6-([1,1'-biphenyl]-4-yl)oxazolo[5,4-b]pyridine-2-carboxylic acid